(S)-6-(1-(5-(4-chloro-1-methyl-6-oxo-1,6-dihydropyridin-3-yl)-7-(2-((2-hydroxyethyl)(methyl)amino)ethyl)-1-oxo-3,4-dihydroisoquinolin-2(1H)-yl)ethyl)-4-ethoxynicotinonitrile ClC=1C(=CN(C(C1)=O)C)C1=C2CCN(C(C2=CC(=C1)CCN(C)CCO)=O)[C@@H](C)C1=NC=C(C#N)C(=C1)OCC